FC(OC1=CC=C(C=C1)C=1OC(=C(N1)C(=O)NC1=CC(=CC=C1)C(CC)(F)F)C)F 2-(4-(difluoromethoxy)phenyl)-N-(3-(1,1-difluoropropyl)phenyl)-5-methyloxazole-4-carboxamide